3,3'-dinitro[1,1'-biphenyl]-4,4'-diamine [N+](=O)([O-])C=1C=C(C=CC1N)C1=CC(=C(C=C1)N)[N+](=O)[O-]